ClC1=CC=2C3=C(C(=NC2C(=C1C1=CC=C(C=C1)F)F)N1CC(C1)(C)N(C)C)N=NN3[C@@H]3C[C@H](N(CC3)C(=O)OC(C)(C)C)CC#N tert-butyl (2S,4S)-4-(8-chloro-4-(3-(dimethylamino)-3-methylazetidin-1-yl)-6-fluoro-7-(4-fluorophenyl)-1H-[1,2,3]triazolo[4,5-c]quinolin-1-yl)-2-(cyanomethyl)piperidine-1-carboxylate